trans-2-cis-6-nondienal C=C\C=C\CC(CCC)=O